FC=1C(=CC(=NC1)OC)C1=CC(=NN1)C(=O)N1C2(CC2)C[C@H](CC1)C(=O)NC1CCC2(CCCN2C2COC2)CC1 (S)-4-(5-(5-fluoro-2-methoxypyridin-4-yl)-1H-pyrazole-3-carbonyl)-N-(1-(oxetan-3-yl)-1-azaspiro[4.5]dec-8-yl)-4-azaspiro[2.5]octane-7-carboxamide